5-bromo-3-methyl-triazolo[1,5-a]pyridine BrC1=CC=2N(C=C1)N=NC2C